CC1(CCC2=C(C(=NO2)C(=O)O)C1)C 5,5-dimethyl-4,5,6,7-tetrahydrobenzo[d]isoxazole-3-carboxylic acid